(Z)-1-(2-fluoro-4-(1-(4-(trifluoromethyl)phenyl)-1H-1,2,4-triazol-3-yl)phenyl)-3-(3-(5-methyl-2-(pyridin-3-ylmethyl)phenyl)-4-oxothiazolidin-2-ylidene)urea FC1=C(C=CC(=C1)C1=NN(C=N1)C1=CC=C(C=C1)C(F)(F)F)NC(=O)\N=C\1/SCC(N1C1=C(C=CC(=C1)C)CC=1C=NC=CC1)=O